(3R)-3-amino-8-fluoro-1,1-diketo-7-[5-(1-mesyl-1-methyl-ethyl)-3-pyridyl]-5-[4-[5-(trifluoromethyl)-1,2,4-oxadiazol-3-yl]benzyl]-2,3-dihydro-1λ6,5-benzothiazepin-4-one N[C@H]1CS(C2=C(N(C1=O)CC1=CC=C(C=C1)C1=NOC(=N1)C(F)(F)F)C=C(C(=C2)F)C=2C=NC=C(C2)C(C)(C)S(=O)(=O)C)(=O)=O